C(C1=CC=CC=C1)C1C2C3C(NC1(CC3CN2CC(C)C)C(=O)NCCC(C)C)=O 7-benzyl-1-isobutyl-N-isopentyl-4-oxooctahydro-6H-3,6-methanopyrrolo[3,2-c]pyridine-6-carboxamide